2,6-Bis(benzyloxy)pyridin-3-amine C(C1=CC=CC=C1)OC1=NC(=CC=C1N)OCC1=CC=CC=C1